FC1=C(C=C(C(=C1)F)F)[C@@H]1CN2[C@H](CO1)CN(CC2)C(=O)C2=C(C(=CC=C2)OC)Cl [(3R,9aS)-3-(2,4,5-trifluorophenyl)-3,4,6,7,9,9a-hexahydro-1H-pyrazino[2,1-c][1,4]oxazin-8-yl]-(2-chloro-3-methoxyphenyl)methanone